NC1=NC(=C(C=2N1C(N(N2)CC(C)C)=O)C2=CC(=NC(=C2)C)C)C2=CC=CC=C2 5-amino-8-(2,6-dimethyl-4-pyridinyl)-2-isobutyl-7-phenyl-[1,2,4]triazolo[4,3-c]pyrimidin-3-one